C(C1=CC=CC=C1)N1C(=NC=C1C1=C(C=CC=C1)C)C(=O)C1=C(C=CC=C1)C (1-benzyl-5-(o-tolyl)-1H-imidazol-2-yl)(o-tolyl)methanone